bis[4-(tert-butoxycarbonylamino)phenoxy]benzene C(C)(C)(C)OC(=O)NC1=CC=C(OC2=C(C=CC=C2)OC2=CC=C(C=C2)NC(=O)OC(C)(C)C)C=C1